3,4-bis(4-(10H-phenoxazine-10-yl)phenyl)-7H-anthracene C1=CC=CC=2OC3=CC=CC=C3N(C12)C1=CC=C(C=C1)C=1C=CC2=CC3=CCCC=C3C=C2C1C1=CC=C(C=C1)N1C2=CC=CC=C2OC=2C=CC=CC12